ClC1=C2C3=C(N=CN=C3C(=C1C1=C(C=CC=C1O)F)F)N1[C@H](CO2)CN([C@H](C1)C)C(C=C)=O 1-[(8aS,11S)-6-Chloro-4-fluoro-5-(2-fluoro-6-hydroxyphenyl)-11-methyl-8a,9,11,12-tetrahydropyrazino[2',1':3,4][1,4]oxazepino[5,6,7-de]quinazolin-10(8H)-yl]prop-2-en-1-one